Cl.NCC#CC=1C(=NC(=CC1)NC(CCCNC(C[C@H]1C=2N(C3=C(C(=N1)C1=CC=C(C=C1)Cl)C(=C(S3)C)C)C(=NN2)C)=O)=O)C(=O)OC methyl (S)-3-(3-aminoprop-1-yn-1-yl)-6-(4-(2-(4-(4-chlorophenyl)-2,3,9-trimethyl-6H-thieno[3,2-f][1,2,4]triazolo[4,3-a][1,4]diazepin-6-yl)acetamido)butanamido)picolinate hydrochloride